[1-methyl-4-(4,4,5,5-tetramethyl-1,3,2-dioxaborolan-2-yl)pyrazol-3-yl]methanol CN1N=C(C(=C1)B1OC(C(O1)(C)C)(C)C)CO